N[C@H](CN(C(N[C@@H](COC)C1=CC=CC=C1)=O)C1=CC=C(C=C1)C1=CC=C(C=C1)CCC)[C@H](CC)C 3-[(2S,3S)-2-Amino-3-methylpentyl]-1-[(1R)-2-methoxy-1-phenylethyl]-3-{4'-propyl-[1,1'-biphenyl]-4-yl}urea